3-cyclopropyl-2-butene C1(CC1)C(=CC)C